benzyl (S)-2-fluoro-6-(4-(methoxycarbonyl)phenyl)-7-azaspiro[3.5]nonane-7-carboxylate FC1CC2(C1)C[C@H](N(CC2)C(=O)OCC2=CC=CC=C2)C2=CC=C(C=C2)C(=O)OC